O=C(CNC1=C(C#N)C(=CC(=N1)C(F)(F)F)C(F)(F)F)N1C2=C(CCCC1)C=CC=C2 2-((2-oxo-2-(2,3,4,5-tetrahydro-1H-benzo[b]azepin-1-yl)ethyl)amino)-4,6-bis(trifluoromethyl)nicotinonitrile